2-[4-(5-Ethyl-4-fluoro-1H-pyrazole-3-carbonyl)-piperazin-1-yl]-1-(4-fluoro-phenyl)-ethanone C(C)C1=C(C(=NN1)C(=O)N1CCN(CC1)CC(=O)C1=CC=C(C=C1)F)F